tert-Butyl 3-(5-chloro-1,3-benzothiazol-2-yl)azetidine-1-carboxylate ClC=1C=CC2=C(N=C(S2)C2CN(C2)C(=O)OC(C)(C)C)C1